(2S)-N-[5-(2,4-difluorophenoxy)pyrazin-2-yl]-2-[4-(5-methoxy-6-methylpyrazine-2-carbonyl)-3,3-dimethylpiperazin-1-yl]propanamide FC1=C(OC=2N=CC(=NC2)NC([C@H](C)N2CC(N(CC2)C(=O)C2=NC(=C(N=C2)OC)C)(C)C)=O)C=CC(=C1)F